C(C)OC(=O)C=1OC2=C(C1)C=C(C=C2Br)[N+](=O)[O-] 7-bromo-5-nitro-benzofuran-2-carboxylic acid ethyl ester